N[C@@H]1CC[C@H](CC1)NC=1C=2N(N=CC1C(=NC1=C(C=CC(=C1)F)Cl)N)C=C(C2)C=2C(=NC(=NC2)N)C 4-[trans-(4-aminocyclohexyl)amino]-6-(2-amino-4-methyl-pyrimidin-5-yl)-N'-(2-chloro-5-fluoro-phenyl)pyrrolo[1,2-b]pyridazine-3-carboxamidine